ethyl-4-oxo-pyridine-3-carboxylate C(C)OC(=O)C1C=NC=CC1=O